NC1=C2N=CN(C2=NC=N1)[C@H]1C[C@@H]([C@H](O1)CO)O (2R,3S,5R)-5-(6-amino-9H-purin-9-yl)-2-(hydroxymethyl)tetrahydrofuran-3-ol